2-(2,6-dioxopiperidin-3-yl)-5-(8-(piperidin-4-ylmethyl)-3,8-diazabicyclo[3.2.1]octan-3-yl)isoindoline-1,3-dione O=C1NC(CCC1N1C(C2=CC=C(C=C2C1=O)N1CC2CCC(C1)N2CC2CCNCC2)=O)=O